(R)-6-(2-chloro-5-fluoro-phenyl)-N-[[6-(tetrahydropyran-4-ylmethyl)-6-azaspiro[2.5]octan-2-yl]methyl]pyridazin-3-amine ClC1=C(C=C(C=C1)F)C1=CC=C(N=N1)NC[C@@H]1CC12CCN(CC2)CC2CCOCC2